C(C1=CC=CC=C1)OC(=O)N1C2CCC(C1)(C2)C(=O)O 2-benzyloxycarbonyl-2-azabicyclo[2.2.1]heptane-4-carboxylic acid